C(C)(C)(C)OC(=O)N1CC(C(C1)NC(=O)OCC1=CC=CC=C1)(F)F 4-{[(benzyloxy)carbonyl]amino}-3,3-difluoropyrrolidine-1-carboxylic acid tert-butyl ester